2-[[2-methoxy-2-(3-pyridyl)acetyl]amino]-4-[2-phenoxyethyl-[4-(5,6,7,8-tetrahydro-1,8-naphthyridin-2-yl)butyl]amino]butanoic acid COC(C(=O)NC(C(=O)O)CCN(CCCCC1=NC=2NCCCC2C=C1)CCOC1=CC=CC=C1)C=1C=NC=CC1